ClC1=NC(=NC=C1NC(=O)NC=1C=NC(=CC1)OC1=CC(=CC=C1)OC(F)(F)F)C 1-(4-chloro-2-methyl-pyrimidin-5-yl)-3-[6-[3-(trifluoromethoxy)phenoxy]-3-pyridyl]urea